6-(4-((2-(2,6-dioxopiperidin-3-yl)-1-oxoisoindolin-5-yl)methyl)piperazin-1-yl)-2-(4-phenoxyphenyl)nicotinamide O=C1NC(CCC1N1C(C2=CC=C(C=C2C1)CN1CCN(CC1)C1=NC(=C(C(=O)N)C=C1)C1=CC=C(C=C1)OC1=CC=CC=C1)=O)=O